C(C)(C)NC(O[C@H]1CO[C@H](C1)C1=NNC(=C1)NC=1C=2N(C=CN1)N=C(C2)COC)=O (3R,5R)-5-(5-((2-(methoxymethyl)pyrazolo[1,5-a]pyrazin-4-yl)amino)-1H-pyrazol-3-yl)tetrahydrofuran-3-yl isopropylcarbamate